C1(CC1)C(CNC=1C(=CC(=C(C#N)C1)F)C)=O 5-((2-cyclopropyl-2-oxoethyl)amino)-2-fluoro-4-methylbenzonitrile